C(C)C(COC(C1=CC=C(C=C1)NC1=NC(=NC(=N1)NC1=CC=C(C(=O)OCC(CCCC)CC)C=C1)NC1=CC=C(C(=O)OCC(CCCC)CC)C=C1)=O)CCCC.C(CC)C1OC2(OC1)CC1=C(C=C(S1)NC(C)=O)CC2 Propyl-2-(acetylamino)-4,7-dihydro-5H-spiro[1-benzothiophene-6,2'-[1,3]dioxolane] Tris(2-ethylhexyl)-4,4',4''-(1,3,5-triazin-2,4,6-triyltriimino)tribenzoat